FC1=CC=C(C2=CC=CC=C12)[C@H]1[C@@H](CC1)C1=CC=CC=C1 Trans-1-fluoro-4-(2-phenylcyclobutyl)naphthalene